Tert-butyl N-[3-[[4-[(2,6-dichloro-4-pyridyl)-difluoro-methyl]cyclohexyl]amino]-3-oxo-propyl]carbamate ClC1=NC(=CC(=C1)C(C1CCC(CC1)NC(CCNC(OC(C)(C)C)=O)=O)(F)F)Cl